4-[2-(benzyloxy)phenyl]cyclohexan-1-ol C(C1=CC=CC=C1)OC1=C(C=CC=C1)C1CCC(CC1)O